BrC=1C=C2C=CC=NC2=C(C1)OCC(F)(F)F 6-bromo-8-(2,2,2-trifluoroethoxy)quinoline